3-chloro-N-[4-{1-[(5-fluoropyridin-2-yl)carbamoyl]cyclobutyl}-2-(hydroxymethyl)phenyl]benzamide ClC=1C=C(C(=O)NC2=C(C=C(C=C2)C2(CCC2)C(NC2=NC=C(C=C2)F)=O)CO)C=CC1